C(C)OC(=O)C=1NC2=C(C(=CC(=C2C1)NC1=CC(=C(C=C1)F)Cl)Cl)F 4-((3-chloro-4-fluorophenyl)amino)-6-chloro-7-fluoro-1H-indole-2-carboxylic acid ethyl ester